CC1=C(C(=CC=C1)C)C=1N=C2NS(C=3C=CC=C(C(N4CCN(C[C@@H](OC(C1)=N2)C4)C(C)C)=O)C3)(=O)=O (16R)-12-(2,6-dimethylphenyl)-18-(propan-2-yl)-15-oxa-8λ6-thia-1,9,11,18,22-pentaazatetracyclo[14.4.1.13,7.110,14]tricosa-3,5,7(23),10,12,14(22)-hexaene-2,8,8-trione